(propa-1,2-dien-1-yl)-1,3,2-dioxaborolane C(=C=C)B1OCCO1